3-(2-(((2-aminopyridin-4-yl)amino)methyl)-6-cyclopropylimidazo[1,2-a]pyridin-8-yl)propanenitrile NC1=NC=CC(=C1)NCC=1N=C2N(C=C(C=C2CCC#N)C2CC2)C1